dibutyl bicyclo[2.2.2]oct-2,5-diene-2,3-dicarboxylate C12C(=C(C(C=C1)CC2)C(=O)OCCCC)C(=O)OCCCC